9-((4S,6S,7R)-6-(benzyloxy)-7-((benzyloxy)methyl)spiro[2.4]heptan-4-yl)-9H-purin-6-amine C(C1=CC=CC=C1)O[C@H]1C[C@@H](C2(CC2)[C@@H]1COCC1=CC=CC=C1)N1C2=NC=NC(=C2N=C1)N